[6-(4,4,5,5-Tetramethyl-1,3,2-dioxaborolan-2-yl)-2,3-dihydro-1H-inden-4-yl]methanol CC1(OB(OC1(C)C)C1=CC(=C2CCCC2=C1)CO)C